C1=NC=C(C2=CC=CC=C12)N1C(N(C[C@@H]1C#N)C1=CC(=NC=C1)C)=O |r| Racemic-3-(isoquinolin-4-yl)-1-(2-methylpyridin-4-yl)-2-oxoimidazolidine-4-carbonitrile